2-{2,4-dioxo-7-[4-(m-tolyloxy)phenyl]-2H-pyrido[2,3-e][1,3]oxazin-3(4H)-yl}acetic acid O=C1OC2=C(C(N1CC(=O)O)=O)N=CC(=C2)C2=CC=C(C=C2)OC=2C=C(C=CC2)C